5-nitro-2-(3-phenylpropylamino)benzoic acid [N+](=O)([O-])C=1C=CC(=C(C(=O)O)C1)NCCCC1=CC=CC=C1